C(C)(C)(C)OC(=O)N(C(OC(C)(C)C)=O)C1=NC=CC2=C1N(C(N2[C@H](CCCO)CNC(=O)OC(C)(C)C)=O)C2=CC=C(C=C2)OC2=CC=CC=C2 tert-butyl N-tert-butoxycarbonyl-N-[1-[(1R)-1-[(tert-butoxycarbonylamino)methyl]-4-hydroxy-butyl]-2-oxo-3-(4-phenoxyphenyl)imidazo[4,5-c]pyridin-4-yl]carbamate